CN1CCN(CC1)C1=CC=C(C=C1)NC1=NC2=C(C=CC=C2C=N1)C=1C=C(C=CC1)NC(CC)=O N-(3-(2-((4-(4-methylpiperazin-1-yl)phenyl)amino)quinazolin-8-yl)phenyl)propionamide